2-(3,5-dichlorophenyl)benzo-[d]oxazole-6-carbonyl chloride ClC=1C=C(C=C(C1)Cl)C=1OC2=C(N1)C=CC(=C2)C(=O)Cl